Acrylamido-methyl-propanesulfonic acid C(C=C)(=O)NC(CC)(S(=O)(=O)O)C